2-(2-(cyclopropanesulfonylamino)thiazol-4-yl)-N-(4-(6-ethoxypyrazin-2-yl)-2-fluorophenyl)acetamide C1(CC1)S(=O)(=O)NC=1SC=C(N1)CC(=O)NC1=C(C=C(C=C1)C1=NC(=CN=C1)OCC)F